C1(CC1)C=1N=NN(C1)[C@H](C(=O)N1[C@@H](C[C@H](C1)O)C(=O)N[C@@H]1CCCC2=C(C=C(C=C12)F)F)C(C)(C)C (2S,4R)-1-[(2S)-2-(4-cyclopropyl-triazol-1-yl)-3,3-dimethyl-butyryl]-N-[(1R)-5,7-difluoro-tetrahydronaphthalen-1-yl]-4-hydroxy-pyrrolidine-2-carboxamide